furan-2-yl(furan-3-yl)(phenyl)silane O1C(=CC=C1)[SiH](C1=CC=CC=C1)C1=COC=C1